C1(CC1)C1(NC=C(C=C1)N)N 2-cyclopropylpyridine-2,5-diamine